2,6-dimethoxy-4-(5,7-dihydroxy-4-oxo-4H-chromen-2-yl)phenolate COC1=C(C(=CC(=C1)C=1OC2=CC(=CC(=C2C(C1)=O)O)O)OC)[O-]